pyrazolo[1,5-a]Pyridine-5-carboxamide N1=CC=C2N1C=CC(=C2)C(=O)N